FC1(CCC(CC1)C=1SC=C(N1)COC1=CC(=CC2=C1C=C(O2)C2=CN=C1SC(=NN12)OC)OC)F (4-((2-(4,4-difluorocyclohexyl)thiazol-4-yl)methoxy)-6-methoxybenzofuran-2-yl)-2-methoxyimidazo[2,1-b][1,3,4]thiadiazole